6-(morpholine-4-carbonyl)-4-(4-phenoxyphenyl)quinoline-2-carbaldehyde N1(CCOCC1)C(=O)C=1C=C2C(=CC(=NC2=CC1)C=O)C1=CC=C(C=C1)OC1=CC=CC=C1